(cis-3-((tert-butoxycarbonyl)amino)cyclobutoxy)benzoic acid C(C)(C)(C)OC(=O)N[C@H]1C[C@H](C1)OC1=C(C(=O)O)C=CC=C1